COC(=O)C1=CC2=C(S1)C=C(C=C2OCC)OC(C)C 4-ethoxy-6-isopropoxybenzo[b]thiophene-2-carboxylic acid methyl ester